N-[6-[1,5-bis(fluoromethyl)-8-oxabicyclo[3.2.1]oct-6-en-3-yl]-2-(4,4-dimethylcyclohexen-1-yl)-3-pyridyl]-5-cyano-1H-imidazole-2-carboxamide FCC12CC(CC(C=C1)(O2)CF)C2=CC=C(C(=N2)C2=CCC(CC2)(C)C)NC(=O)C=2NC(=CN2)C#N